1-hydroxy-propyl-3-methylimidazolium OC(CC)C=1NC=C[N+]1C